C(=O)O.C[C@@H]1OCC1 methyl-(S)-oxetane formate